5-bromo-2-methyl-1,3-thiazole-4-carboxylic acid BrC1=C(N=C(S1)C)C(=O)O